ClC=1C=C2C(=NC1)C=C(N2)C=2C(=C(C#N)C=CC2)OC (6-chloro-1H-pyrrolo[3,2-b]pyridin-2-yl)-2-methoxy-benzonitrile